(3-(5-(4-amino-4-methylpiperidin-1-yl)pyrazin-2-yl)-2-chlorophenyl)dimethylphosphine oxide NC1(CCN(CC1)C=1N=CC(=NC1)C=1C(=C(C=CC1)P(C)(C)=O)Cl)C